FC=1C=C(C=C(C1)F)C1=NOC(C1)C 3-(3,5-Difluorophenyl)-5-methyl-4H-isoxazol